tert-butyl (S)-2-((((9H-fluoren-9-yl)methoxy)carbonyl)amino)-3-(2-fluoro-5-methoxyphenyl)propanoate C1=CC=CC=2C3=CC=CC=C3C(C12)COC(=O)N[C@H](C(=O)OC(C)(C)C)CC1=C(C=CC(=C1)OC)F